furo[3,4-c]pyridine-4-carboxamide C=1OC=C2C(=NC=CC21)C(=O)N